4-cyano-2,6-dimethylbenzoic acid C(#N)C1=CC(=C(C(=O)O)C(=C1)C)C